racemic-tert-butyl 6-hydroxy-6-methyl-8-(2-phenylpropan-2-yl)-3,8-diazabicyclo[3.2.1]octane-3-carboxylate OC1(C2CN(CC(C1)N2C(C)(C)C2=CC=CC=C2)C(=O)OC(C)(C)C)C